C(C)OC(=O)C=1N=C2N(CCCC2)C1 5,6,7,8-tetrahydroimidazo[1,2-a]Pyridine-2-carboxylic acid ethyl ester